C1(CC1)S(=O)(=O)C1=CC=C(C=C1)C1=CC=2C(=NC(=CC2N1C)C1=CC=C(C=C1)N1CCN(CC1)CCOC)C 2-(4-(cyclopropylsulfonyl)phenyl)-6-(4-(4-(2-methoxyethyl)piperazin-1-yl)phenyl)-1,4-dimethyl-1H-pyrrolo[3,2-c]pyridine